2-((4-sulfamoylphenyl)sulfamoyl)-4-(trifluoromethyl)-N-(3-(trifluoromethyl)bicyclo[1.1.1]pentan-1-yl)benzamide S(N)(=O)(=O)C1=CC=C(C=C1)NS(=O)(=O)C1=C(C(=O)NC23CC(C2)(C3)C(F)(F)F)C=CC(=C1)C(F)(F)F